BrC=1C(C(C(=CC1)F)(C1=CC=CC=C1)OC(F)(F)F)F bromo-2,6-difluoro-1-trifluoromethoxybiphenyl